C(CCSSCCC(=O)OCC(CCCCCCCC)CCCCCCCC)(=O)OCC(CCCCCCCC)CCCCCCCC bis(2-octyldecyl) dithiodipropionate